(S)-2-(3-(3,3-difluoro-1-(fluoro(4-methyl-4H-1,2,4-triazol-3-yl)methyl)cyclobutyl)phenyl)-6-((propylamino)methyl)-4-(trifluoromethyl)isoindolin-1-one FC1(CC(C1)([C@@H](C1=NN=CN1C)F)C=1C=C(C=CC1)N1C(C2=CC(=CC(=C2C1)C(F)(F)F)CNCCC)=O)F